bis(3-methylphenyl)fluorene Tert-butyl-(1R,5S,6S)-3-benzyl-6-(methoxymethoxy)-1,5-dimethyl-3,8-diazabicyclo[3.2.1]octane-8-carboxylate C(C)(C)(C)OC(=O)N1[C@]2(CN(C[C@]1([C@H](C2)OCOC)C)CC2=CC=CC=C2)C.CC=2C=C(C=CC2)C2=C(C=1CC3=CC=CC=C3C1C=C2)C2=CC(=CC=C2)C